COCC[N+]1(CCCC1)CCCC N-methoxyethyl-N-n-butylpyrrolidinium